(S)-2-amino-3-(1H-imidazol-4-yl)-N-(3-(trifluoromethyl)benzyl)propanamide N[C@H](C(=O)NCC1=CC(=CC=C1)C(F)(F)F)CC=1N=CNC1